(2R,3S,4S)-4-hydroxy-2-[(4-methoxyphenyl)methyl]pyrrolidin-3-yl N-[2-(5-chloro-3H-1,3-benzodiazol-2-yl)ethyl]carbamate ClC1=CC2=C(N=C(N2)CCNC(O[C@H]2[C@H](NC[C@@H]2O)CC2=CC=C(C=C2)OC)=O)C=C1